2,3-dimethyl-5-nitrobenzonitrile CC1=C(C#N)C=C(C=C1C)[N+](=O)[O-]